ClC=1C(=NC(=NC1)NC1=CC=NN1C)C=1N=C(OC1)C(=O)NC(C)(C)C1=CC(=CC=C1)Cl 4-(5-chloro-2-((1-methyl-1H-pyrazol-5-yl)amino)pyrimidin-4-yl)-N-(2-(3-chlorophenyl)propan-2-yl)oxazole-2-carboxamide